2-Propylnitrit CC(C)ON=O